6-(7,7-difluoro-2-((2S,3R)-3-hydroxy-2-methylazetidin-1-yl)-6,7-dihydro-5H-cyclopenta[d]pyrimidin-4-yl)-3,3a,8,8a-tetrahydro-2H-indeno[1,2-d]oxazol-2-one FC1(CCC2=C1N=C(N=C2C2=CC=1CC3C(NC(O3)=O)C1C=C2)N2[C@H]([C@@H](C2)O)C)F